5-[(dimethylamino)methyl]-6-methyl-N-[4-(methylsulfonyl)benzyl]-2-oxo-1-[3-(trifluoromethyl)phenyl]-1,2-dihydropyridine-3-carboxamide CN(C)CC=1C=C(C(N(C1C)C1=CC(=CC=C1)C(F)(F)F)=O)C(=O)NCC1=CC=C(C=C1)S(=O)(=O)C